tert-butyl N-[4-fluoro-1-[3-pyrimidin-4-yl-1-(2-trimethylsilylethoxymethyl) pyrrolo[2,3-b]pyridin-4-yl]-3-piperidyl]carbamate FC1C(CN(CC1)C1=C2C(=NC=C1)N(C=C2C2=NC=NC=C2)COCC[Si](C)(C)C)NC(OC(C)(C)C)=O